F[C@H]1C[C@H](C1)N1C=NC=C(C1=O)C1=CC=C(C=C1)C1(CC1)NC(=O)C1=NC=C2C(=N1)N(N=C2)C(C)C N-(1-(4-(1-(cis-3-fluorocyclobutyl)-6-oxo-1,6-dihydropyrimidin-5-yl)phenyl)cyclopropyl)-1-isopropyl-1H-pyrazolo[3,4-d]pyrimidine-6-carboxamide